ethyl 2-ethyl-6,6-dimethyl-cyclohex-2-enecarboxylate C(C)C=1C(C(CCC1)(C)C)C(=O)OCC